[Cl-].N12CCCCCC2=NCCC1 1,8-diazabicyclo[5.4.0]undec-7-ene chloride salt